(R)-(5-(7,7-difluoro-2-((2S,3R)-3-hydroxy-2-methylazetidin-1-yl)-6,7-dihydro-5H-cyclopenta[d]pyrimidin-4-yl)-2-(difluoromethoxy)phenyl)(imino)(methyl)-λ6-sulfanone FC1(CCC2=C1N=C(N=C2C=2C=CC(=C(C2)[S@](=O)(C)=N)OC(F)F)N2[C@H]([C@@H](C2)O)C)F